2-(9H-carbazole-9-yl)ethyl-phosphonic acid C1=CC=CC=2C3=CC=CC=C3N(C12)CCP(O)(O)=O